N-methyl-4'-{[trans-4-{[4-(pentafluoro-λ6-sulfanyl)phenyl]Amino}cyclohexyl]sulfonimidoyl}-[1,1'-biphenyl]-4-carboxamide CNC(=O)C1=CC=C(C=C1)C1=CC=C(C=C1)S(=O)(=N)[C@@H]1CC[C@H](CC1)NC1=CC=C(C=C1)S(F)(F)(F)(F)F